FC(CCN1N=CC(=C1)NC(OC(C)(C)C)=O)(F)F tert-butyl (1-(3,3,3-trifluoropropyl)-1H-pyrazol-4-yl)carbamate